4-(4-methoxybenzyl)-6,7,8,9-tetrahydropyrazolo[1,5-a]pyrido[4,3-e]pyrimidin-5(4H)-one acetate C(C)(=O)O.COC1=CC=C(CN2C=3N(C4=C(C2=O)CCNC4)N=CC3)C=C1